1-(2-bromo-5-methylthiazol-4-yl)ethan-1-ol BrC=1SC(=C(N1)C(C)O)C